5-(2-cyanophenoxy)-1H-indole C(#N)C1=C(OC=2C=C3C=CNC3=CC2)C=CC=C1